FC1=CC=CC(=N1)C1(CCN(CC1)CC1=CC=C(C=C1)NC(C)=O)CCC1=CC=CC=C1 N-(4-((4-(6-fluoropyridin-2-yl)-4-phenethylpiperidin-1-yl)methyl)phenyl)acetamide